N1=CC(=CC=C1)C=1C=C2C=CC(=NC2=CC1)N1CCC(CC1)C(=O)O 1-(6-(pyridin-3-yl)quinolin-2-yl)piperidine-4-carboxylic acid